t-butyl(3-aminopropyl) carbamate C(N)(OCCC(N)C(C)(C)C)=O